FC(C=1C(=C(C=CC1)[C@@H](C)NC=1C2=C(N=C(N1)C)C=NC(=C2)[C@@H]2CN(CCC2)C(=O)[O-])F)F (S)-3-(4-(((R)-1-(3-(difluoromethyl)-2-Fluorophenyl)ethyl)amino)-2-methylpyrido[3,4-d]pyrimidin-6-yl)piperidine-1-carboxylate